N-[2-[4-(hydroxymethyl)cyclohexyl]-6-(1-hydroxy-1-methyl-ethyl)indazol-5-yl]-2-(trifluoromethyl)pyrimidine-4-carboxamide OCC1CCC(CC1)N1N=C2C=C(C(=CC2=C1)NC(=O)C1=NC(=NC=C1)C(F)(F)F)C(C)(C)O